N1(C=CC2=CC=CC=C12)CCCNS(=O)(=O)C1=CC=C(C=C1)OCCCN1CCN(CC1)C N-(3-(1H-indol-1-yl)propyl)-4-(3-(4-methylpiperazin-1-yl)propoxy)benzenesulfonamide